methyl (8S)-7-[2-(6-bromo-1-oxo-3,4-dihydroisoquinolin-2-yl)acetyl]-1,4-dioxa-7-azaspiro[4.4]nonane-8-carboxylate BrC=1C=C2CCN(C(C2=CC1)=O)CC(=O)N1CC2(OCCO2)C[C@H]1C(=O)OC